octyllevulinate C(CCCCCCC)OC(CCC(=O)C)=O